2,2,2-trifluoro-N-((3aR,4S,7S,8R,8aR)-4-(hydroxymethyl)-2,2-dimethylhexahydro-4,7-epoxy[1,3]dioxolo[4,5-d]oxepin-8-yl)acetamide FC(C(=O)N[C@H]1[C@H]2OC[C@@]([C@H]3[C@@H]1OC(O3)(C)C)(O2)CO)(F)F